2,3,5,6-tetrakis((dimethylamino)methyl)hydroquinone CN(C)CC1=C(O)C(=C(C(=C1CN(C)C)O)CN(C)C)CN(C)C